CC(C(=O)C1=CC=C(C=N1)NC(OC(C)(C)C)=O)(C)C=1C=NC=CC1 Tert-butyl (6-(2-methyl-2-(pyridin-3-yl)propanoyl)pyridin-3-yl)carbamate